BrC=1C=C(C=CC1)C1(CC1)NC(OC(C)(C)C)=O tert-Butyl (1-(3-bromophenyl)cyclopropyl)carbamate